1-((5-chlorothiophene-2-yl)methyl)-1H-imidazole ClC1=CC=C(S1)CN1C=NC=C1